3-chloro-N-(2,4-dimethoxybenzyl)-2,6-difluoro-N-(6-fluoropyridin-2-yl)-4-((3aR,6aR)-5-methylhexahydropyrrolo[3,4-c]pyrrol-2(1H)-yl)benzenesulfonamide ClC=1C(=C(C(=CC1N1C[C@H]2CN(C[C@@H]2C1)C)F)S(=O)(=O)N(C1=NC(=CC=C1)F)CC1=C(C=C(C=C1)OC)OC)F